N-(1-(3,3-difluorocyclopentyl)-2-oxo-1,2-dihydropyridin-3-yl)-4-nitro-2-(6-azaspiro[2.5]octan-6-yl)benzamide FC1(CC(CC1)N1C(C(=CC=C1)NC(C1=C(C=C(C=C1)[N+](=O)[O-])N1CCC2(CC2)CC1)=O)=O)F